C(=O)O.O=C1NC(CCC1N1C(C2=CC=C(C=C2C1=O)OCCCN1CCNCC1)=O)=O 2-(2,6-Dioxopiperidin-3-yl)-5-[3-(piperazin-1-yl)propoxy]isoindole-1,3-dione formate salt